4-bromo-N-(4-bromo-2-methylphenyl)-2-methylbenzamide BrC1=CC(=C(C(=O)NC2=C(C=C(C=C2)Br)C)C=C1)C